calcium monostearyl sebacate C(CCCCCCCCC(=O)[O-])(=O)OCCCCCCCCCCCCCCCCCC.[Ca+]